ClC1=CC(=C(C=C1Cl)C(C1CCN(CC1)C([C@@H](C)NC(OC(C)(C)C)=O)=O)NS(=O)C(C)(C)C)O tert-butyl ((2R)-1-(4-((4,5-dichloro-2-hydroxyphenyl)(1,1-dimethylethylsulfinamido)methyl)piperidin-1-yl)-1-oxopropan-2-yl)carbamate